Methyl 2-([1-[2-(dimethylamino)phenyl]-5-(1-ethyl-1H-indazol-6-yl)-1H-pyrazol-3-yl]methoxy)-2-methylpropanoate CN(C1=C(C=CC=C1)N1N=C(C=C1C1=CC=C2C=NN(C2=C1)CC)COC(C(=O)OC)(C)C)C